N-[1-{5-[2-(aminomethyl)phenyl]-3-chlorothiophen-2-yl}ethyl]-6,7-dimethoxy-2-methylquinazolin-4-amine NCC1=C(C=CC=C1)C1=CC(=C(S1)C(C)NC1=NC(=NC2=CC(=C(C=C12)OC)OC)C)Cl